CPC1=C(N)C=CC=C1 2-methylphosphinoaniline